C(#N)C1=C(C(=C(C(=C1F)C#N)F)C#N)F 1,3,5-tricyano-2,4,6-trifluorobenzene